BrC=1C(=NC(=NC1)NC1=C(C=C(C(=C1)OC)N1CCC(CC1)N1CCN(CC1)C)C)NC1=C(C(=CC=C1)F)C(C)(C)O 2-(2-((5-Bromo-2-((5-methoxy-2-methyl-4-(4-(4-methylpiperazin-1-yl)piperidin-1-yl)Phenyl)amino)pyrimidin-4-yl)amino)-6-fluorophenyl)propan-2-ol